O[C@H]1[C@@H](O[C@@H]([C@H]1O)CO)N1C(N=C(C=C1)NO)=O 1-((2R,3R,4S,5R)-3,4-dihydroxy-5-(hydroxymethyl)tetrahydrofuran-2-yl)-4-(hydroxyamino)pyrimidin-2(1H)-one